(P-r)-3-(4-methoxyphenyl)-3-(4-morpholinophenyl)-6-diethylamino-13-ethyl-13-methoxy-3H,13H-indeno[2',3':3,4]naphtho[1,2-b]pyran COC1=CC=C(C=C1)[C@@]1(C=CC2=C(O1)C=1C=C(C=CC1C1=C2C(C2=CC=CC=C21)(OC)CC)N(CC)CC)C2=CC=C(C=C2)N2CCOCC2